Cl.NC1(CCC1)C(=O)O Trans-aminocyclobutane-1-carboxylic acid hydrochloride